1-(3-(3-(1H-imidazol-1-yl)quinoxaline-6-carbonyl)-2,4-difluorophenyl)-3-(4-chloro-3-(trifluoromethyl)phenyl)urea N1(C=NC=C1)C=1C=NC2=CC=C(C=C2N1)C(=O)C=1C(=C(C=CC1F)NC(=O)NC1=CC(=C(C=C1)Cl)C(F)(F)F)F